ClC1=NC=CC(=C1)OC1=C(N=C(S1)C(C)C)C1=NC(=CC=C1)C 5-(2-chloropyridin-4-yloxy)-2-isopropyl-4-(6-methylpyridin-2-yl)thiazole